(S,S) and (R,S)-Isopropyl (((2-acetamidoethyl)thio) (phenoxy)phosphoryl)-L-alaninate C(C)(=O)NCCS[P@@](=O)(OC1=CC=CC=C1)N[C@@H](C)C(=O)OC(C)C |&1:17|